C(C1=CC=CC=C1)C=1C=NC(=NC1)N1C(CN(CC1)C=1C=NN2C1C=CC(=C2)C=2C=NN(C2)C)C 3-(4-(5-Benzylpyrimidin-2-yl)-3-methylpiperazin-1-yl)-6-(1-methyl-1H-pyrazol-4-yl)pyrazolo[1,5-a]pyridine